OC1=C(CC=2C=C3C(=NC2)C(CN3C(CN3C[C@H](N(C[C@@H]3COC)C(=O)OC(C)(C)C)C)=O)(C)C)C=CC=C1 tert-butyl (2R,5R)-4-(2-(6-(2-hydroxybenzyl)-3,3-dimethyl-2,3-dihydro-1H-pyrrolo[3,2-b]pyridin-1-yl)-2-oxoethyl)-5-(methoxymethyl)-2-methylpiperazine-1-carboxylate